3-(2-((3-methoxybenzyl)amino)ethyl)-1H-pyrrolo[2,3-b]pyridine-5-carbonitrile COC=1C=C(CNCCC2=CNC3=NC=C(C=C32)C#N)C=CC1